8-[(1R)-1-[2-(1-hydroxy-2,3,1-benzoxazaborinin-6-yl)phenoxy]ethyl]-3,6-dimethyl-chromen-4-one OB1ON=CC2=C1C=CC(=C2)C2=C(O[C@H](C)C=1C=C(C=C3C(C(=COC13)C)=O)C)C=CC=C2